1-(2-tetrahydropyranyl)propyne magnesium bromide [Br-].[Mg+2].O1C(CCCC1)C#CC.[Br-]